tert-Butyl 7-[4-[(5-Cyclopropyl-1H-pyrazol-3-yl)amino]pyrimidin-2-yl]-2,7-diazaspiro[3.5]nonane-2-carboxylate C1(CC1)C1=CC(=NN1)NC1=NC(=NC=C1)N1CCC2(CN(C2)C(=O)OC(C)(C)C)CC1